SC1=NC2=C(N1)C=C(C=C2)C#N 2-mercapto-1H-benzo[d]imidazole-6-carbonitrile